N-(2,6-dinitro-4-trifluoromethylphenyl)-N-propyl-6-aminohexanoic acid [N+](=O)([O-])C1=C(C(=CC(=C1)C(F)(F)F)[N+](=O)[O-])N(CCCCCC(=O)O)CCC